F[C@@H]1C[C@H](N(C1)C(CCN(C(O)=O)C)=O)C(N[C@H](C1=NC=C(C=C1)C(C)C)C1=CC=CC=C1)=O.C1(=CC=C(C=C1)N(C1=CC=C(C=C1)C)C1=CC=C(C=C1)C1(CCCCC1)C1=CC=C(C=C1)N(C1=CC=C(C=C1)C)C1=CC=C(C=C1)C)C bis[4-(N,N-di-p-tolyl-amino)-phenyl]cyclohexane 2-[(2S,4R)-4-fluoro-2-{[(S)-phenyl[5-(propan-2-yl)pyridin-2-yl]methyl]carbamoyl}pyrrolidin-1-yl]-2-oxoethyl-N,N-dimethylcarbamate